2-amino-1-(2-(3,5-difluorophenyl)-8,8-dimethyl-3-((6-(trifluoromethyl)pyridin-2-yl)amino)-5,6-dihydroimidazo[1,2-a]pyrazin-7(8H)-yl)ethan-1-one NCC(=O)N1C(C=2N(CC1)C(=C(N2)C2=CC(=CC(=C2)F)F)NC2=NC(=CC=C2)C(F)(F)F)(C)C